3-(4-(4-((4-((4-(2H-tetrazol-5-yl)piperidin-1-yl)methyl)phenyl)amino)-5-oxo-5,6-dihydropyrimido[4,5-d]pyridazin-2-yl)piperidin-1-yl)-3-oxopropanenitrile N=1NN=NC1C1CCN(CC1)CC1=CC=C(C=C1)NC1=NC(=NC=2C=NNC(C21)=O)C2CCN(CC2)C(CC#N)=O